ClC=1C=NNC1 4-chloropyrazol